C(C)(C)(C)OC(C(CCOC)N1C(C=C(C(=C1)OC)C1=C(C=CC(=C1)Cl)C=1OC(=NN1)C(F)(F)F)=O)=O 2-[4-{5-chloro-2-[5-(trifluoromethyl)-1,3,4-oxadiazol-2-yl]phenyl}-5-methoxy-2-oxopyridin-1(2H)-yl]-4-methoxybutyric acid tert-butyl ester